2-(2-hydroxy-ethylthio)-ethanol OCCSCCO